C1=CCCC(C(CC1)=O)=O Cyclooctene-5,6-dione